2-(4-Phenylpiperidin-1-yl)-7,8-dihydropyrido[4,3-d]pyrimidine-6(5H)-carboxylic acid tert-butyl ester C(C)(C)(C)OC(=O)N1CC2=C(N=C(N=C2)N2CCC(CC2)C2=CC=CC=C2)CC1